ClC=1C(=NC(=NC1)NC1=C(C=C(C(=C1)[N+](=O)[O-])F)OC)C=1C=C(C2=C(N(C(=N2)C)C(C)C)C1)F 5-chloro-4-(4-fluoro-1-isopropyl-2-methyl-1H-benzo[d]imidazol-6-yl)-N-(4-fluoro-2-methoxy-5-nitrophenyl)pyrimidin-2-amine